FC1=CC=C(C=C1)C=1NC2=CC=CC=C2C1 2-(4-fluorophenyl)indole